N-(2-((3-bromo-1-methyl-1H-pyrazol-4-yl)methyl)imidazo[1,2-a]pyridine-6-yl)cyclopropanecarboxamide BrC1=NN(C=C1CC=1N=C2N(C=C(C=C2)NC(=O)C2CC2)C1)C